COC(=O)C12C3C4C5(C3C1C5C24)C=O 4-Formyl-cubane-1-carboxylic acid methyl ester